3-((1-((2-(trimethylsilyl)ethoxy)methyl)-1H-indazol-4-yl)methyl)-3,5-dihydro-4H-pyridazino[4,5-b]indol-4-one C[Si](CCOCN1N=CC2=C(C=CC=C12)CN1N=CC2=C(NC=3C=CC=CC23)C1=O)(C)C